CCCCCCCCCCCCCCCC(=O)O[C@H](COC(=O)CCCCCCC/C=C\CCCCCCCCC)COP(=O)([O-])OCC[N+](C)(C)C 1-(9Z-nonadecenoyl)-2-hexadecanoyl-glycero-3-phosphocholine